ClC(C=1N=C2N(C=C(N=C2)S(=O)(=O)C)C1)Cl 2-(dichloromethyl)-6-(methylsulfonyl)imidazo[1,2-a]pyrazine